6-(3-amino-1-(4-((6-amino-9H-purin-9-yl)methyl)-6-(3,4-difluorophenyl)pyridin-3-yl)piperidin-3-yl)-2-fluoropyridin NC1(CN(CCC1)C=1C=NC(=CC1CN1C2=NC=NC(=C2N=C1)N)C1=CC(=C(C=C1)F)F)C1=CC=CC(=N1)F